propynyl acetate C(C)(=O)OC#CC